ClC=1C(=C(C(=O)N2CC3=C(N=C(NC3=O)C=3N=C(SC3)C)CC2)C=CC1)F 6-(3-chloro-2-fluoro-benzoyl)-2-(2-methylthiazol-4-yl)-3,5,7,8-tetrahydropyrido-[4,3-d]pyrimidin-4-one